Tetrabutyl-Thiuram Monosulfide C(CCC)N(C(SC(N(CCCC)CCCC)=S)=S)CCCC